FC(OC=1C=C(CN2N=NC=C2)C=CC1)(F)F 1-(3-(trifluoromethoxy)benzyl)-1H-1,2,3-triazol